C=1(C(O)=CC=C(CC=C)C1)OC rac-eugenol